ethyl (S)-2-amino-4-phenylbutanoate hydrochloride Cl.N[C@H](C(=O)OCC)CCC1=CC=CC=C1